NC1=C(N=CC(=N1)N1CCC2(CC1)[C@@H](C=1C(=NC=C(C1)Cl)C2)N)SC2=C(C(=NC=C2)N)Cl (S)-1'-(6-amino-5-((2-amino-3-chloropyridin-4-yl)thio)pyrazin-2-yl)-3-chloro-5,7-dihydrospiro[cyclopenta[b]pyridine-6,4'-piperidin]-5-amine